(E)-(4-([1,1'-biphenyl]-4-yldiazenyl)-2-chlorophenyl)(5H-benzo[e]pyrrolo[1,2-a][1,4]diazepin-10(11H)-yl)methanone C1(=CC=C(C=C1)/N=N/C1=CC(=C(C=C1)C(=O)N1CC=2N(CC3=C1C=CC=C3)C=CC2)Cl)C2=CC=CC=C2